1,1-bis(4-mercaptophenyl)cyclohexane SC1=CC=C(C=C1)C1(CCCCC1)C1=CC=C(C=C1)S